N-(2,2-Difluoroethyl)-5-fluoro-N-isopropyl-2-((4-(7-(((2S,5R)-5-((N-propylsulfamoyl)amino)tetrahydro-2H-pyran-2-yl)methyl)-2,7-diazaspiro[3.5]nonan-2-yl)pyrimidin-5-yl)oxy)benzamide FC(CN(C(C1=C(C=CC(=C1)F)OC=1C(=NC=NC1)N1CC2(C1)CCN(CC2)C[C@H]2OC[C@@H](CC2)NS(NCCC)(=O)=O)=O)C(C)C)F